5-ethynyl-N-methylisoxazole-3-carboxamide C(#C)C1=CC(=NO1)C(=O)NC